1-Benzyl N-[2-[4-[2-[1-(2,6-dioxo-3-piperidyl)-3-methyl-2-oxo-benzimidazol-5-yl]ethyl]-1-piperidyl]ethyl]carbamate O=C1NC(CCC1N1C(N(C2=C1C=CC(=C2)CCC2CCN(CC2)CCNC(OCC2=CC=CC=C2)=O)C)=O)=O